(1R,2R,3S,4R,5S)-N-(2-chloro-2'-fluoro-[1,1'-biphenyl]-4-yl)-5-hydroxy-3-(2-methylpyridin-4-yl)-7-oxabicyclo[2.2.1]Heptane-2-carboxamide ClC1=C(C=CC(=C1)NC(=O)[C@H]1[C@H]2C[C@@H]([C@@H]([C@@H]1C1=CC(=NC=C1)C)O2)O)C2=C(C=CC=C2)F